N(=C=S)C1=CC=C(C(=O)O)C=C1 4-isothiocyanatobenzoic acid